FC(C1=CC(=NN1)C(=O)NCC(OC)OC)F 5-(difluoromethyl)-N-(2,2-dimethoxyethyl)-1H-pyrazole-3-carboxamide